N1(CCN(CCN(CCN(CC1)CC(=O)N)CC(=O)N)CC(=O)N)CC(=O)N 2,2',2'',2'''-(1,4,7,10-Tetraazacyclododecane-1,4,7,10-tetrayl)tetraacetamide